OC(C)C=1C(=NC(=CC1)N1C=NC2=C1C=C(C=C2)N2C1(COC1)CCC2)N2N=C(C=C2C)C#N 1-[3-(1-hydroxyethyl)-6-[6-(2-oxa-5-azaspiro[3.4]oct-5-yl)benzimidazol-1-yl]-2-pyridinyl]-5-methyl-pyrazole-3-carbonitrile